FC1=C(C=C(OC2=C3CCC(C3=CC=C2[N+](=O)[O-])OP(=O)(N2CC2)N2CC2)C=C1)N1N=CC=C1 bis(aziridin-1-yl)phosphinic acid 4-(4-fluoro-3-(1H-pyrazol-1-yl) phenoxy)-5-nitro-2,3-dihydro-1H-inden-1-yl ester